BrC1=C2CN(C(C2=CC=C1)=O)[C@H](C(=O)N[C@@H](CO)C(=O)OC)CO methyl ((S)-2-(4-bromo-1-oxoisoindolin-2-yl)-3-hydroxypropanoyl)-L-serinate